Gallium Oxide [O-2].[Ga+3].[O-2].[O-2].[Ga+3]